5-(1-methyl-1H-benzo[d][1,2,3]triazol-6-yl)-N-(1,4-dioxaspiro[4.5]decan-8-yl)-7H-pyrrolo[2,3-d]pyrimidin-2-amine CN1N=NC2=C1C=C(C=C2)C2=CNC=1N=C(N=CC12)NC1CCC2(OCCO2)CC1